(S)-2-((4-(6-((4-Cyano-2-fluorobenzyl)oxy)pyridin-2-yl)piperidin-1-yl)methyl)-4-(methoxy-d3)-1-(oxetan-2-ylmethyl)-1H-benzo[d]imidazole-6-carboxylic acid C(#N)C1=CC(=C(COC2=CC=CC(=N2)C2CCN(CC2)CC2=NC3=C(N2C[C@H]2OCC2)C=C(C=C3OC([2H])([2H])[2H])C(=O)O)C=C1)F